silane-triol [SiH](O)(O)O